CC1NCCC(C1)C(=O)O 2-methylpiperidin-4-carboxylic acid